N-((1R,4r)-4-(2-(((R)-2-(5-fluoropyridin-3-yl)-2-hydroxyethyl)amino)-2-methylpropyl)cyclohexyl)ethanesulfonamide FC=1C=C(C=NC1)[C@H](CNC(CC1CCC(CC1)NS(=O)(=O)CC)(C)C)O